bromonitropyridine BrC=1C(=NC=CC1)[N+](=O)[O-]